tert-butyl 4-(5-((6-chloro-4-(methoxycarbonyl) pyridin-2-yl) oxy) pyrimidin-2-yl)-1,4-diazacycloheptane-1-carboxylate ClC1=CC(=CC(=N1)OC=1C=NC(=NC1)N1CCN(CCC1)C(=O)OC(C)(C)C)C(=O)OC